C(C)(C)(C)OC(=O)N1CC(C1)C=1C=NC=CC1C1OCCO1 3-(4-(1,3-dioxolan-2-yl)pyridin-3-yl)azetidine-1-carboxylic acid tert-butyl ester